COC1=NC(=NC=C1)N(C)C methoxy-N,N-dimethylpyrimidin-2-amine